ClC1=C(C=CC=C1)C(C(C)C)OC=1C(=NC(=NC1)C(=O)N[C@H](C)\C=C\S(=O)(=O)C)C 5-(1-(2-chlorophenyl)-2-methylpropoxy)-4-methyl-N-((R,E)-4-(methylsulfonyl)but-3-en-2-yl)pyrimidine-2-carboxamide